P(SC1=CC=CC=C1)(OC1=CC=CC=C1)[O-] diphenyl thiophosphite